1-(1-methylethyl)-3-phenoxybenzene CC(C)C1=CC(=CC=C1)OC1=CC=CC=C1